3,9-bis{2-[3-(3-tert-butyl-4-hydroxy-5-methylphenyl)propynyloxy]-1,1-dimethylethyl}-2,4,8,10-tetraoxaspiro[5.5]undecane C(C)(C)(C)C=1C=C(C=C(C1O)C)CC#COCC(C)(C)C1OCC2(CO1)COC(OC2)C(COC#CCC2=CC(=C(C(=C2)C)O)C(C)(C)C)(C)C